tert-butyl 3-(chloromethyl)-1H-pyrrolo[2,3-c]pyridine-1-carboxylate ClCC1=CN(C2=CN=CC=C21)C(=O)OC(C)(C)C